Cl.NC1C[C@@H]2[C@@H](CS(C2)(=O)=O)C1 (3aR,5s,6aS)-5-Aminohexahydro-1H-cyclopenta[c]thiophene 2,2-dioxide HCl